S1C(=CC2=C1C=CC=C2)C(=O)C2CCN(CC2)C(=O)[O-] 4-((1-benzothiophen-2-yl)carbonyl)piperidine-1-carboxylate